FC(C=1N=CC(=NC1)COC1=CC=CC(=N1)C1=CC(=C(C=C1F)CC=1N(C2=C(N1)C=CC(=C2)C(=O)O)CCOC)F)F 2-[[4-[6-[[5-(difluoromethyl)pyrazin-2-yl]methoxy]-2-pyridyl]-2,5-difluoro-phenyl]methyl]-3-(2-methoxyethyl)benzimidazole-5-carboxylic acid